F[C@H](CCCCCC(=O)NC1=CC=C(C=C1)NCC1=CC=C(C=C1)O)CF (7R)-7,8-difluoro-N-(4-((4-hydroxybenzyl)amino)phenyl)octanamide